BrC=1C=2N(C=CC1)N=C(C2)[C@H]2N(CCC1=C2N=CN1)C(=O)C=1OC(=NN1)C1=NN(C=C1)C (S)-(4-(4-bromopyrazolo[1,5-a]pyridin-2-yl)-1,4,6,7-tetrahydro-5H-imidazo[4,5-c]pyridin-5-yl)(5-(1-methyl-1H-pyrazol-3-yl)-1,3,4-oxadiazol-2-yl)methanone